isopropyl (S)-2-(4-bromophenyl)-2-((tert-butylsulfinyl)imino)acetate BrC1=CC=C(C=C1)C(C(=O)OC(C)C)=N[S@@](=O)C(C)(C)C